ClC1=C(C=C2C(=NC(NC2=C1SCC(CO)C1=NC=CC=C1)=O)N1C[C@@H](N([C@@H](C1)C)C(=O)OC(C)(C)C)C)C(F)(F)F tert-butyl (2S,6R)-4-(7-chloro-8-((3-hydroxy-2-(pyridin-2-yl)propyl)thio)-2-oxo-6-(trifluoromethyl)-1,2-dihydroquinazolin-4-yl)-2,6-dimethylpiperazine-1-carboxylate